3-bromo-6-cyclobutyl-2-(5-fluoropyridin-2-yl)-6,7-dihydro-4H-pyrazolo[5,1-c][1,4]oxazine BrC=1C(=NN2C1COC(C2)C2CCC2)C2=NC=C(C=C2)F